1-[2-(pyrimidin-4-yl)phenyl]methanamine hydrochloride Cl.N1=CN=C(C=C1)C1=C(C=CC=C1)CN